Cl.NC(C(=O)N1CCN(CC1)C(=O)NC1=NC(N(C=C1)C1=CC=C(C=C1)CCN1C[C@@H](CCC1)CN)=O)(C)C (S)-4-(2-Amino-2-methylpropanoyl)-N-(1-(4-(2-(3-(aminomethyl)piperidin-1-yl)ethyl)phenyl)-2-oxo-1,2-dihydropyrimidin-4-yl)piperazine-1-carboxamide hydrochloride salt